OC1=CC(=CC2=C1C=CC(O2)C2=CC(=C(C=C2)OC)O)O 5,7-dihydroxy-2-(3-hydroxy-4-methoxyphenyl)benzopyran